CC(C(=O)O)(C)C1CNC(CC1)[N+](=O)[O-] 2-methyl-2-(6-nitropiperidin-3-yl)propionic acid